5-chloro-2-hydroxy-3-methylcyclohepta-2,4,6-trien-1-one ClC1=CC(=C(C(C=C1)=O)O)C